2-fluorodecanoic acid ammonium salt [NH4+].FC(C(=O)[O-])CCCCCCCC